4-oxopentanoic acid thiophen-3-ylmethyl ester S1C=C(C=C1)COC(CCC(C)=O)=O